ClC1=C(C=CC=C1)N1C(C2=CC=C(C=C2C=N1)C1=C(C=C(C=C1)C)C)=O 2-(2-chlorophenyl)-6-(2,4-dimethylphenyl)phthalazin-1(2H)-one